(1S,3R)-3-({6-[2-hydroxy-4-(trifluoromethyl)phenyl]-5-methyl-1,2,4-triazin-3-yl}amino)cyclopentane OC1=C(C=CC(=C1)C(F)(F)F)C1=C(N=C(N=N1)NC1CCCC1)C